Cl.CNC(C(=O)N)CCC 2-(methylamino)pentanamide hydrochloride